2-((2S,4R)-4-Amino-1-(6-chloroimidazo[1,2-a]pyridin-2-carbonyl)pyrrolidin-2-yl)-N-((6-amino-2,4-dimethylpyridin-3-yl)methyl)thiazol-4-carboxamid N[C@@H]1C[C@H](N(C1)C(=O)C=1N=C2N(C=C(C=C2)Cl)C1)C=1SC=C(N1)C(=O)NCC=1C(=NC(=CC1C)N)C